2-methyl-4-hydroxy-5-tert-butylphenol CC1=C(C=C(C(=C1)O)C(C)(C)C)O